7-BROMO-2-CHLORO-4-OXO-4H-PYRIDO[1,2-A]PYRIMIDINE-3-CARBALDEHYDE BrC=1C=CC=2N(C(C(=C(N2)Cl)C=O)=O)C1